O1C(OCC1)CCCOC1=NOC(=C1)C(C(=O)N1[C@@H](C[C@H](C1)O)C(=O)NCC1=CC=C(C=C1)C1=C(N=CS1)C)C(C)C (2S,4R)-1-(2-(3-(3-(1,3-dioxolan-2-yl)propoxy)isoxazol-5-yl)-3-methylbutanoyl)-4-hydroxy-N-(4-(4-methylthiazol-5-yl)benzyl)pyrrolidine-2-carboxamide